O1-tert-Butyl O2-(1,3-dioxoisoindolin-2-yl) 4-(trideuteriomethoxy)piperidine-1,2-dicarboxylate [2H]C(OC1CC(N(CC1)C(=O)OC(C)(C)C)C(=O)ON1C(C2=CC=CC=C2C1=O)=O)([2H])[2H]